1-((5-(4-((4-(Morpholinomethyl)phenyl)ethynyl)phenyl)isoxazol-3-yl)methyl)-1H-imidazol-2-carboxamide O1CCN(CC1)CC1=CC=C(C=C1)C#CC1=CC=C(C=C1)C1=CC(=NO1)CN1C(=NC=C1)C(=O)N